3-methyl-8-iodo-1H-purine-2,6(3H,7H)-dione CN1C(NC(C=2NC(=NC12)I)=O)=O